benzyl 5,7-dihydro-6H-pyrrolo[3,4-b]pyrazine-6-carboxylate N1=C2C(=NC=C1)CN(C2)C(=O)OCC2=CC=CC=C2